1-[2-(1H-1,3-benzodiazol-1-yl)acetyl]-4-fluoro-N-{phenyl-[4-(propan-2-yl)phenyl]methyl}pyrrolidine-2-carboxamide N1(C=NC2=C1C=CC=C2)CC(=O)N2C(CC(C2)F)C(=O)NC(C2=CC=C(C=C2)C(C)C)C2=CC=CC=C2